C(#N)CC1=CC=C(C=C1)C=1C=C(C(NC1C(F)(F)F)=O)C(=O)N 5-(4-(cyanomethyl)phenyl)-2-oxo-6-(trifluoromethyl)-1,2-dihydropyridine-3-carboxamide